2-(1-(1-methyl-3-(o-tolyl)-1H-indazole-6-carbonyl)piperidin-4-yl)isoindolin-1-one CN1N=C(C2=CC=C(C=C12)C(=O)N1CCC(CC1)N1C(C2=CC=CC=C2C1)=O)C1=C(C=CC=C1)C